BrC1=C(C=C2CN(C(C2=C1)=O)C1C(NC(CC1)=O)=O)CN1CCNCC1 3-(6-bromo-1-oxo-5-(piperazin-1-ylmethyl)isoindolin-2-yl)piperidine-2,6-dione